C(C)(C)(C)OC(=O)N1CC(C1)(O)C1=CC(=CC=C1)Cl 3-(3-chlorophenyl)-3-hydroxyazetidine-1-carboxylic acid tert-butyl ester